allyldipropylammonium hydroxide [OH-].C(C=C)[NH+](CCC)CCC